Methyl (4-(2-((3S,8aR)-7-(3-Chloro-2-(difluoromethoxy)-6-fluorophenyl)-5-oxo-1,2,3,5,8,8a-hexahydroindolizin-3-yl)-1H-imidazol-5-yl)phenyl)carbamate ClC=1C(=C(C(=CC1)F)C1=CC(N2[C@@H](CC[C@@H]2C1)C=1NC(=CN1)C1=CC=C(C=C1)NC(OC)=O)=O)OC(F)F